OCC(CO)NC(=O)C=1C=2C[C@@H]3[C@H](C2N(N1)C1=C(C=C(C=C1)F)F)C3 (1aR,5aR)-2-(2,4-Difluoro-phenyl)-1a,2,5,5a-tetrahydro-1H-2,3-diaza-cyclopropa[a]pentalene-4-carboxylic acid (2-hydroxy-1-hydroxymethyl-ethyl)-amide